C1OCC12CCN(CC2)C=2OC1=C(N2)C=CC(=C1)N1C=C(C(C=C1C1=CC=C(C=C1)N1CCCC1)=O)C(=O)O 1-(2-(2-oxa-7-azaspiro[3.5]nonan-7-yl)benzo[d]oxazol-6-yl)-4-oxo-6-(4-(pyrrolidin-1-yl)phenyl)-1,4-dihydropyridine-3-carboxylic acid